C(C(C)C)N1CCC(CC1)CNC1=NC=CC(=C1)C1=CN(C2=CN=CC=C21)S(=O)(=O)C2=CC=C(C)C=C2 N-((1-isobutylpiperidin-4-yl)methyl)-4-(1-tosyl-1H-pyrrolo[2,3-c]pyridin-3-yl)pyridin-2-amine